C1(CC1)NC(=O)C1=C(C=2N=C(N=C(C2O1)N1CCOCC1)N1N=C(C=C1)C1=CC=CC=C1)C N-cyclopropyl-7-methyl-4-morpholino-2-(3-phenylpyrazol-1-yl)furo[3,2-d]pyrimidine-6-carboxamide